CC1=CC=C(C(=O)C(C(C(=O)O)(O)C(C2=CC=C(C=C2)C)=O)(O)C(=O)O)C=C1 bis(4-methylbenzoyl)tartaric acid